COC1=CC=C(CSC=2OC(C3=C(N2)C=CC(=C3)F)=O)C=C1 2-((4-methoxybenzyl)thio)-6-fluoro-4H-benzo[d][1,3]oxazin-4-one